N1N=CC2=C(C=CC=C12)C1=CN=C(S1)NC(=O)[C@@H]1CN(CC1)C#N (S)-N-(5-(1H-indazol-4-yl)thiazol-2-yl)-1-cyanopyrrolidine-3-carboxamide